[Ca+2].O=C1C(O)=C([O-])[C@H](O1)[C@@H](O)CO.O=C1C(O)=C([O-])[C@H](O1)[C@@H](O)CO L-ascorbic acid calcium salt